ClC=1C=C(C=CC1)N[C@H](CC(C)C)C(=O)N1[C@H]2CC([C@@H]([C@H]1C(=O)N[C@H](C[C@@H]1C(NCCC1)=O)C#N)CC2)(F)F (1R,3S,4R)-2-((3-chlorophenyl)-D-leucyl)-N-((R)-1-cyano-2-((R)-2-oxopiperidin-3-yl)ethyl)-5,5-difluoro-2-azabicyclo[2.2.2]octane-3-carboxamide